3-[2-[4-amino-7-(2,2,2-trifluoroethyl)pyrrolo[2,3-d]pyrimidin-5-yl]ethynyl]-N-cyclopropyl-4-fluorobenzamide NC=1C2=C(N=CN1)N(C=C2C#CC=2C=C(C(=O)NC1CC1)C=CC2F)CC(F)(F)F